1-bromo-N-((4r,5s,7r,8r,9s,10r)-8,10-dihydroxy-7-(hydroxymethyl)-9-(4-(3,4,5-trifluorophenyl)-1H-1,2,3-triazol-1-yl)-1,6-dioxaspiro[4.5]dec-4-yl)-2-naphthamide BrC1=C(C=CC2=CC=CC=C12)C(=O)N[C@@H]1CCO[C@]12O[C@@H]([C@@H]([C@@H]([C@H]2O)N2N=NC(=C2)C2=CC(=C(C(=C2)F)F)F)O)CO